catechol-ferulic acid C1(O)=C(O)C(=CC=C1)C1=CC(=C(C=C1/C=C/C(=O)O)OC)O